morpholine-4-carbothioamide N1(CCOCC1)C(N)=S